CN1C(C(=CC(=C1)C)[C@@H](CNS(=O)(=O)CF)CO[C@@H]1CC[C@@H](CC1)C1=CC(=CC=C1)F)=O |o1:8| (S or R)-N-[2-(1,5-dimethyl-2-oxo-1,2-dihydropyridin-3-yl)-3-{[(CIS)-4-(3-fluorophenyl)cyclohexyl]oxy}propyl]-1-fluoromethane-sulfonamide